acetic acid ethyl ester TFA salt OC(=O)C(F)(F)F.C(C)OC(C)=O